heptadecan-1-yl arachidate C(CCCCCCCCCCCCCCCCCCC)(=O)OCCCCCCCCCCCCCCCCC